O[C@@H]([C@@H](C)[C@H]1CC[C@H]2[C@@H]3CC[C@@H]4C[C@@](CC[C@@H]4[C@H]3CC[C@]12C)(O)C(F)(F)F)COC (3R,5R,8R,9R,10S,13S,14S,17R)-17-((2S,3S)-3-hydroxy-4-methoxybutan-2-yl)-13-methyl-3-(trifluoromethyl)hexadecahydro-1H-cyclopenta[a]phenanthren-3-ol